COC(CC1=CC(=NC(=C1)OCC)Cl)=O 2-(2-chloro-6-ethoxypyridin-4-yl)acetic acid methyl ester